[F-].[Li+].O1CCOCCO\C=C/OCC1 (Z)-1,4,7,10-tetraoxacyclododecan-8-ene lithium fluoride